Cl.P(=O)(OC(C)(C)C)(OC(C)(C)C)OC1=C2C(=CNC2=CC=C1)CCN(C)C di-tert-butyl [3-[2-(dimethylamino)ethyl]-1H-indol-4-yl] phosphate hydrochloride